N-(2-aminoethyl)-5-[[2-chloro-6-[4-[4-[(4R)-4-amino-2-oxo-pyrrolidin-1-yl]phenyl]sulfonylpiperazin-1-yl]-4-pyridyl]-difluoro-methyl]pyrazine-2-carboxamide NCCNC(=O)C1=NC=C(N=C1)C(F)(F)C1=CC(=NC(=C1)N1CCN(CC1)S(=O)(=O)C1=CC=C(C=C1)N1C(C[C@H](C1)N)=O)Cl